ethyl (E)-3-(1-(difluoromethyl)cyclopropyl)acrylate FC(C1(CC1)/C=C/C(=O)OCC)F